1-(6-(1-(3-(3-((4-aminopiperidin-1-yl)sulfonyl)phenyl)-2,2-dimethylpropyl)piperidin-4-yl)-1-methyl-1H-indazol-3-yl)dihydropyrimidine NC1CCN(CC1)S(=O)(=O)C=1C=C(C=CC1)CC(CN1CCC(CC1)C1=CC=C2C(=NN(C2=C1)C)N1CNCC=C1)(C)C